COC1=C(C=C2C3=C(N(C2=C1)C)C(=NC=C3)C)N3CCN(CC3)S(=O)(=O)C=3SC=CC3 7-methoxy-1,9-dimethyl-6-(4-(thiophene-2-sulfonyl)piperazine-1-yl)-9H-pyrido[3,4-b]indole